C(C1=CC=CC=C1)ON1[C@@H]2CC[C@H](N(C1=O)C2)C(=O)NOCCNC(OC(C)(C)C)=O tert-butyl {2-[({[(R-2S,5R)-6-benzyloxy-7-oxo-1,6-diazabicyclo[3.2.1]oct-2-yl]carbonyl}amino)oxy]ethyl}carbamate